N-(3-bromo-2,5-dichlorophenyl)-N-((2-(trimethylsilyl)ethoxy)methyl)-propane-1-sulfonamide BrC=1C(=C(C=C(C1)Cl)N(S(=O)(=O)CCC)COCC[Si](C)(C)C)Cl